FC1=CC=C(C=C1)C=1N=CN(C1C=1C=CC=2N(C1)C(=CN2)C(=O)N)CC(C)(C)O 6-(4-(4-fluorophenyl)-1-(2-hydroxy-2-methylpropyl)-1H-imidazol-5-yl)imidazo[1,2-a]pyridine-3-carboxamide